N1C=C(C2=CC=CC=C12)CCCN 3-(1H-indol-3-yl)propan-1-amine